1-methyl-1H-benzo[d]imidazole CN1C=NC2=C1C=CC=C2